[NH4+].P(=O)(OCCN(C(=O)[C@H]1[C@@H](C1)C1=CC(=CC=C1)OCCCCCCCC1=CC=CC=C1)CC1=CC=C(C=C1)OC)(O)O 2-[(4-Methoxybenzyl){[(trans)-2-{3-[(7-phenylheptyl)oxy]phenyl}cyclopropyl]carbonyl}amino]ethyl dihydrogen phosphate ammonium salt